2-(3-chloro-4-methylphenyl)-1,1-difluoro-3-(trimethylsilyl)propan-2-ol ClC=1C=C(C=CC1C)C(C(F)F)(C[Si](C)(C)C)O